2-(4-bromophenyl)indolizine BrC1=CC=C(C=C1)C=1C=C2C=CC=CN2C1